NC=1C(=C2CC[C@@H](N(C2=CC1)C(=O)OC)C)NC(CC(C)C1=CC=CC=C1)=O Methyl (2S)-6-amino-2-methyl-5-(3-phenylbutanamido)-1,2,3,4-tetrahydroquinoline-1-carboxylate